3-oxooctan O=C(CC)CCCCC